tetrabromopentaerythritol BrC(C(C(O)Br)(C(O)Br)C(O)Br)O